N1=CC=C2N1CC(=CN2C(=O)OC(C)(C)C)C(=O)OCC 4-(tert-butyl) 6-ethyl pyrazolo[1,5-a]pyrimidine-4,6(7H)-dicarboxylate